2-(6-(isopropyl(methyl)amino)-1-oxo-2,3-dihydro-1H-pyrrolo[3,4-c]pyridin-4-yl)propan C(C)(C)N(C1=CC2=C(C(=N1)C(C)C)CNC2=O)C